C(C)[C@]12N(C=3C(=NN=C(C3)C3=C(C(=CC=C3)F)OC)NC1)C[C@@H](C2)NC (6aR,8R)-6a-ethyl-2-(3-fluoro-2-methoxyphenyl)-N-methyl-5,6,6a,7,8,9-hexahydro-pyrrolo[1',2':4,5]pyrazino[2,3-c]pyridazin-8-amine